C(#N)C1=CC(=C(COC2=CC=CC(=N2)C2=C(C=C(CC3=NC4=C(N3CC=3OC=CC3)C=CC=C4)C=C2)C)C=C1)F 2-(4-(6-(4-Cyano-2-fluorobenzyloxy)pyridin-2-yl)-3-methylbenzyl)-1-(furan-2-ylmethyl)-1H-benzo[d]imidazol